FC1=C(C=CC(=C1)C(F)(F)F)N1CC(CC2=CC=CC=C12)CNC(C=C)=O N-((1-(2-fluoro-4-(trifluoromethyl)phenyl)-1,2,3,4-tetrahydroquinolin-3-yl)methyl)acrylamide